C1(=CC=CC=C1)[C@H]1CCC2=NC=3C(=NC(=CC3)C=3C=NC(=NC3)N3CCC(CC3)O)N21 (R)-1-(5-(8-phenyl-7,8-dihydro-6H-pyrrolo[2',1':2,3]imidazo[4,5-b]pyridin-2-yl)pyrimidin-2-yl)piperidin-4-ol